CC1=CC=C(C=C1)S(=O)(=O)OCCC1=C(N=CN1CC1=CC=C(C=C1)OC)C1(CC(C2(OCCO2)CC1)(C)C)O 2-(4-(8-hydroxy-6,6-dimethyl-1,4-dioxaspiro[4.5]decan-8-yl)-1-(4-methoxybenzyl)-1H-imidazol-5-yl)ethyl 4-methylbenzenesulfonate